C1(CCC1)OC1=CC=C(C=C1)C1(CC1)C(=N)NO 1-(4-cyclobutoxyphenyl)-N-hydroxycyclopropane-1-carboxamidine